CC1=CC=C(C=C1)S(=O)(=O)NC1CCC2=CC(=CC=C12)/C=C/C(=O)O (E)-3-(1-((4-methylphenyl)sulphonamido)-2,3-dihydro-1H-inden-5-yl)acrylic acid